1,4-bis(3,5-dicarboxyphenoxy)benzene C(=O)(O)C=1C=C(OC2=CC=C(C=C2)OC2=CC(=CC(=C2)C(=O)O)C(=O)O)C=C(C1)C(=O)O